CS(=O)(=O)C1=CC=C(C=C1)N1C(CC2=CC(=CC=C12)C#N)=O (4-(methylsulfonyl)phenyl)-2-oxoindoline-5-carbonitrile